OCC1=C(N=NN1C[Si](C)(C)C)C1=CC=C(C(=N1)C)C1OCCC(C1)CC(=O)OC methyl 2-(2-(6-(5-(hydroxymethyl)-1-((trimethylsilyl)methyl)-1H-1,2,3-triazol-4-yl)-2-methylpyridin-3-yl)tetrahydro-2H-pyran-4-yl)acetate